C(CCCCCCCCCCC)C(C(=O)O)=C.C(C=C)(=O)O acrylate (lauryl acrylate)